CC1=C(C(=NN1)C(F)(F)F)C1=CC=C(N1)C(=O)OC methyl 5-(5-methyl-3-(trifluoromethyl)-1H-pyrazol-4-yl)-1H-pyrrole-2-carboxylate